5-[2-(2-hydroxyethyl)-2,7-diazaspiro[3.5]nonan-7-yl]-5-[4-[4-(trifluoromethoxy)phenyl]phenyl]hexahydropyrimidine-2,4,6-trione OCCN1CC2(C1)CCN(CC2)C2(C(NC(NC2=O)=O)=O)C2=CC=C(C=C2)C2=CC=C(C=C2)OC(F)(F)F